Methyl 3-(2,2-difluorocyclopropyl)-1H-pyrazole-5-carboxylate FC1(C(C1)C1=NNC(=C1)C(=O)OC)F